NC(C)(C)C1=CC(=NC(=N1)N1CCOCC1)NC1=CC=C(C=C1)Cl 6-(2-aminopropan-2-yl)-N-(4-chlorophenyl)-2-morpholinopyrimidin-4-amine